3-(4-bromophenyl)morpholine-4-carboxylic acid tert-butyl ester C(C)(C)(C)OC(=O)N1C(COCC1)C1=CC=C(C=C1)Br